ClC=1C(=NC(=NC1)N[C@H]1CN(CC1)C(=O)C1=CC=C(C=C1)NC(\C=C\CN1C[C@@H](CCC1)F)=O)OC (E)-N-(4-((R)-3-((5-chloro-4-methoxypyrimidin-2-yl)amino)pyrrolidine-1-carbonyl)phenyl)-4-((R)-3-fluoropiperidin-1-yl)but-2-enamide